tert-butyl (R)-(2,2-difluoro-3-(3-((6-(2-hydroxy-4-(trifluoromethyl)phenyl)-5-methylpyridazin-3-yl)amino)piperidin-1-yl)-3-oxopropyl)carbamate FC(CNC(OC(C)(C)C)=O)(C(=O)N1C[C@@H](CCC1)NC=1N=NC(=C(C1)C)C1=C(C=C(C=C1)C(F)(F)F)O)F